C(CCCCC(C)C)NC1=CC=C(C=C1)NCCCCCC(C)C N,N'-di-isooctyl-p-phenylenediamine